ethyl 4-(4'-fluoro-2-methyl-[1,1'-biphenyl]-4-yl)-3-methylbut-2-enoate FC1=CC=C(C=C1)C1=C(C=C(C=C1)CC(=CC(=O)OCC)C)C